(2,5-dimethoxyphenyl)(phenyl)methanol hexyl-α-trimethoxysilylpropionate C(CCCCC)C(C(=O)OC(C1=CC=CC=C1)C1=C(C=CC(=C1)OC)OC)(C)[Si](OC)(OC)OC